FC(C1=NN(C=C1CN1C[C@H](NCC1)C=1C(=C2COC(C2=CC1)=O)C)C1=NC=C(C#N)C(=C1)C)F (R)-6-(3-(difluoromethyl)-4-((3-(4-methyl-1-oxo-1,3-dihydroisobenzofuran-5-yl)piperazin-1-yl)methyl)-1H-pyrazol-1-yl)-4-methylnicotinonitrile